FC=1C(=CC(=C(N)C1)OC)CC(F)(F)F 5-fluoro-2-methoxy-4-(2,2,2-trifluoroethyl)aniline